COCCOCC1=NC(=CC=C1C(=O)Cl)C(F)(F)F 2-(2-methoxyethoxymethyl)-6-(trifluoromethyl)pyridine-3-carbonyl chloride